silver(I) hexafluoro-antimonate F[Sb-](F)(F)(F)(F)F.[Ag+]